NC1=C(C=CC=C1)CC1=NC(=NC=C1C(F)(F)F)N[C@@H]1CNCCC1 4-[(2-aminophenyl)methyl]-N-[(3S)-piperidin-3-yl]-5-(trifluoromethyl)pyrimidin-2-amine